2-[(3,4-dihydro-2(1H)-isoquinolinyl)methyl]-5-[(3-methylphenyl)methoxy]-4H-pyran-4-one C1N(CCC2=CC=CC=C12)CC=1OC=C(C(C1)=O)OCC1=CC(=CC=C1)C